8,8'-((4-hydroxy-1-methylcyclohexyl)-azanediyl)bis(N,N-didecyloctanamide) OC1CCC(CC1)(C)N(CCCCCCCC(=O)N(CCCCCCCCCC)CCCCCCCCCC)CCCCCCCC(=O)N(CCCCCCCCCC)CCCCCCCCCC